ClC=1C=C(C=CC1C(F)(F)F)C(\C=C(/F)\C1=CC(=C(C(=O)O)C=C1)C(F)(F)F)C(F)(F)F (Z)-4-(3-(3-chloro-4-(trifluoromethyl)phenyl)-1,4,4,4-tetrafluorobut-1-en-1-yl)-2-(trifluoromethyl)benzoic acid